C[C@@H]1C[C@@H](CO1)COC=1C(=C(C=NC1)C(=O)N)C1=CC=NC=C1 5-(((3S,5R)-5-methyltetrahydrofuran-3-yl)methoxy)-(4,4'-bipyridine)-3-carboxamide